C1(CCCCC1)[C@H]1OCC2=CC(=CC=C2[C@H]1C1=CC=C(C=C1)N1CCC(CC1)C(OC)OC)O (3R,4R)-3-cyclohexyl-4-(4-(4-(dimethoxymethyl)piperidin-1-yl)phenyl)isochroman-7-ol